C(C)(C)(C)OC(=O)NC=1SC2=C(N1)C(=CC=C2F)C2=C(C=C1C(=C(C(=NC1=C2F)O)C#N)N2C[C@@H](N(CC2)C(=O)[O-])CC#N)Cl (2S)-4-(7-(2-((tert-butyl Oxycarbonyl)amino)-7-fluorobenzo[d]thiazol-4-yl)-6-chloro-3-cyano-8-fluoro-2-hydroxyquinolin-4-yl)-2-(cyano Methyl)piperazine-1-carboxylate